ClC1=C(C=C(C=N1)C(C)N1N=CC(=C1)NC(OC(C)(C)C)=O)OCC1=CC=C(C=C1)OC tert-Butyl (1-(1-(6-chloro-5-((4-methoxybenzyl)oxy)pyridin-3-yl)ethyl)-1H-pyrazol-4-yl)carbamate